2-(N-morpholinyl)ethan-1-amine N1(CCOCC1)CCN